5-hydroxy-3-methyl-[1,1'-biphenyl]-2-formaldehyde OC1=CC(=C(C(=C1)C1=CC=CC=C1)C=O)C